N-[1-(pyridin-4-yl)piperidin-4-yl]-6-(4,4,5,5-tetramethyl-1,3,2-dioxaborolan-2-yl)quinazolin-2-amine N1=CC=C(C=C1)N1CCC(CC1)NC1=NC2=CC=C(C=C2C=N1)B1OC(C(O1)(C)C)(C)C